CC1=C(C=CC(=C1)C(=O)N1CCN(CC1)CC=1C=NC=CC1C(F)(F)F)NS(=O)(=O)C=1C=CC=C2C=CC=NC12 N-(2-methyl-4-(4-((4-(trifluoromethyl)pyridin-3-yl)methyl)piperazine-1-carbonyl)phenyl)quinoline-8-sulfonamide